benzyl (2R,5S)-5-benzyloxyaminopiperidine-2-carboxylate oxalate C(C(=O)O)(=O)O.C(C1=CC=CC=C1)ON[C@H]1CC[C@@H](NC1)C(=O)OCC1=CC=CC=C1